NC1=CC=C(C=C1)C=1OC=C(N1)C(=O)NC1=C(C=CC(=C1)Cl)OC 2-(4-aminophenyl)-N-(5-chloro-2-methoxyphenyl)oxazole-4-carboxamide